4-(1,6-diazaspiro[3.4]octan-6-yl)-7-((2-(trimethylsilyl)ethoxy)methyl)-7H-pyrrolo[2,3-d]pyrimidine N1CCC12CN(CC2)C=2C1=C(N=CN2)N(C=C1)COCC[Si](C)(C)C